COC1=C(C=CC(=C1)C(=O)OC)NS(=O)(=O)N1C[C@H]2[C@@H](C1)CN(C2)C(=O)OC(C)(C)C tert-butyl (3aR,6aS)-5-(N-(2-methoxy-4-(methoxycarbonyl)phenyl) sulfamoyl)hexahydropyrrolo[3,4-c]pyrrole-2(1H)-carboxylate